C(C)OC1=CN=CC(=N1)N1C=NC(=C1)C(=O)O 1-(6-ethoxypyrazin-2-yl)-1H-imidazole-4-carboxylic acid